2,2-difluoro-N-{4-[(phenylcarbamoyl)amino]phenyl}acetamide FC(C(=O)NC1=CC=C(C=C1)NC(NC1=CC=CC=C1)=O)F